The molecule is a toxic anthracycline antibiotic that is produced by Actinomadura carminata and also has potent antineoplastic activity. It has a role as an antineoplastic agent and an apoptosis inducer. It is an anthracycline antibiotic, an aminoglycoside antibiotic, a member of tetracenequinones, a member of p-quinones and a tertiary alpha-hydroxy ketone. It is a conjugate base of a carminomycin(1+). It derives from a hydride of a tetracene. C[C@H]1[C@H]([C@H](C[C@@H](O1)O[C@H]2C[C@@](CC3=C2C(=C4C(=C3O)C(=O)C5=C(C4=O)C(=CC=C5)O)O)(C(=O)C)O)N)O